tert-butyl (3-((1,3-dimethyl-2,6-dioxo-2,3,6,7-tetrahydro-1H-purin-8-yl)thio)propyl)carbamate CN1C(N(C=2N=C(NC2C1=O)SCCCNC(OC(C)(C)C)=O)C)=O